cis-5-(2-Fluorocyclopropyl)-N-((1R,3r,5S)-8-((piperidin-4-ylmethyl)sulfonyl)-8-azabicyclo[3.2.1]octan-3-yl)isoxazole-3-carboxamide F[C@@H]1[C@@H](C1)C1=CC(=NO1)C(=O)NC1C[C@H]2CC[C@@H](C1)N2S(=O)(=O)CC2CCNCC2